N[C@@H]1[C@@H]2CC[C@H](C1)N2C(=O)C=2C=C(C(=CC2)C2=C(C=C(C=C2)CC(=O)N)F)C2=CC(=C(C=C2)C#N)F |o1:1,2,5| 2-(4'-((1S,2S,4R)-rel-2-amino-7-azabicyclo[2.2.1]heptane-7-carbonyl)-4''-cyano-2,3''-difluoro-[1,1':2',1''-terphenyl]-4-yl)acetamide